3-(1-benzyl-5-(4-fluorophenyl)-3,4-dimethyl-2-oxo-2,3-dihydro-1H-pyrrol-3-yl)-N,N-dimethylpropanamide C(C1=CC=CC=C1)N1C(C(C(=C1C1=CC=C(C=C1)F)C)(C)CCC(=O)N(C)C)=O